ClC1=CC(=C(C=C1)C=1C=2N(N=C(C1)N1C[C@H](OCC1)C=1OC(=NN1)C)C(C(=C(N2)C)C)=O)F 9-(4-chloro-2-fluoro-phenyl)-2,3-dimethyl-7-[(2S)-2-(5-methyl-1,3,4-oxadiazol-2-yl)morpholino]pyrimido[1,2-b]pyridazin-4-one